sulfuryl chloride S(=O)(=O)(Cl)Cl